1-(1H-pyrrolo[2,3-b]pyridin-2-yl)piperazin-2-one N1C(=CC=2C1=NC=CC2)N2C(CNCC2)=O